N1CCC(CC1)O[C@@H]1CN(CC1)C(=O)OC(C)(C)C tert-butyl (3S)-3-(4-piperidyloxy)pyrrolidine-1-carboxylate